CN(CCC1=CN(C2=CC=CC=C12)C(=O)OCCl)C Chloromethyl 3-(2-(dimethyl-amino)ethyl)-1H-indole-1-carboxylate